C(C)SC Ethyl-(methyl)sulfane